cobalt-manganese-nickel-copper-zinc-iron [Fe].[Zn].[Cu].[Ni].[Mn].[Co]